C(=C)C1=CC=C(CN2N=C(N=N2)C2=CC=C(C=C2)C=2N=NNN2)C=C1 2-(4-vinylbenzyl)-5,5'-(1,4-phenylene)bis(2H-tetrazole)